C1(CC1)N1C[C@@H](CCC1)NC=1C=2N(C(=NN1)C1=C(C=C(C=C1)C(F)(F)F)O)C=CN2 (R)-2-(8-((1-cyclopropylpiperidin-3-yl)amino)imidazo[1,2-d][1,2,4]triazin-5-yl)-5-(trifluoromethyl)phenol